2-[6-[[5-(trifluoromethyl)-2-pyridinyl]methyl]-2-azaspiro[3.3]heptane-2-carbonyl]-8-oxa-2,5-diazaspiro[3.5]nonan-6-one FC(C=1C=CC(=NC1)CC1CC2(CN(C2)C(=O)N2CC3(C2)NC(COC3)=O)C1)(F)F